((1S,4aS,5R,7aS)-8-oxo-1,4a,5,7a-tetrahydro-1,5-(epoxymethano) cyclopenta[c]pyran-3-yl)methyl 4-iodobenzoate IC1=CC=C(C(=O)OCC2=C[C@H]3[C@H]4[C@@H](O2)OC([C@@H]3C=C4)=O)C=C1